Cl.NC(C(=O)N1CCN(CC1)C(=O)NC1=NC(N(C=C1)C1=CC(=CC=C1)CCN1CC2C(C2C1)N)=O)(C)C 4-(2-Amino-2-methylpropanoyl)-N-(1-(3-(2-(exo-6-amino-3-azabicyclo[3.1.0]hexan-3-yl)ethyl)phenyl)-2-oxo-1,2-dihydropyrimidin-4-yl)piperazine-1-carboxamide Hydrochloride Salt